N'-(2,5-dimethyl-4-{3-[(1,1,2,2-tetrafluoroethyl)sulfanyl]phenoxy}phenyl)-N-ethyl-N-methyl-imidoformamide CC1=C(C=C(C(=C1)OC1=CC(=CC=C1)SC(C(F)F)(F)F)C)N=CN(C)CC